C1(CC1)C1=NC=NC(=C1N1C(N=C(C2=C1N=C(C(=C2)F)C2=C(C=CC=C2O)F)N2[C@H](CN(CC2)C(C=C)=O)C)=O)C2CC2 1-(4,6-dicyclopropyl-5-pyrimidinyl)-6-fluoro-7-(2-fluoro-6-hydroxyphenyl)-4-((2S)-2-methyl-4-(2-propenoyl)-1-piperazinyl)pyrido[2,3-d]pyrimidin-2(1H)-one